N-(1-(4-fluorophenyl)ethyl)-4-hydroxy-6-(4-methoxyphenyl)-1-(2-morpholinoethyl)-2-oxo-1,2-dihydro-1,8-naphthyridine-3-carboxamide FC1=CC=C(C=C1)C(C)NC(=O)C=1C(N(C2=NC=C(C=C2C1O)C1=CC=C(C=C1)OC)CCN1CCOCC1)=O